tris(4-methyl-2-t-butylphenyl) phosphite P(OC1=C(C=C(C=C1)C)C(C)(C)C)(OC1=C(C=C(C=C1)C)C(C)(C)C)OC1=C(C=C(C=C1)C)C(C)(C)C